The molecule is a pyridinedicarboxylate and a quinolinate. It has a role as a human metabolite, a mouse metabolite and a Saccharomyces cerevisiae metabolite. It is a conjugate base of a quinolinate(1-). C1=CC(=C(N=C1)C(=O)[O-])C(=O)[O-]